COC1=C(C=CC(=C1)S(=O)(=O)N1CCOCC1)NCC#CC=1N(C=2C=CC=C(C2C1)NC1CCNCC1)CC(F)(F)F 2-(3-{[2-methoxy-4-(morpholine-4-sulfonyl)phenyl]amino}prop-1-yn-1-yl)-N-(piperidin-4-yl)-1-(2,2,2-trifluoroethyl)-1H-indol-4-amine